C(C)OC(=O)C1=C(SC(=C1C(=O)OCC)N=CC=1SC(=CC1)[N+](=O)[O-])NC(CC1=CC=CC=C1)=O 2-phenylacetamido-5-(5-nitrothiophen-2-yl)methyleneaminothiophene-3,4-dicarboxylic acid diethyl ester